1-propanesulfonic acid monosodium salt [Na+].C(CC)S(=O)(=O)[O-]